BrC=1C=NN(C1)C1(CN(C1)C=1C=2N(C=CC1)N=C(N2)NC=2C=NN(C2)C)CC#N 2-[3-(4-bromopyrazol-1-yl)-1-[2-[(1-methylpyrazol-4-yl)amino]-[1,2,4]triazolo[1,5-a]pyridin-8-yl]azetidin-3-yl]acetonitrile